3-(1'-(4-methoxybenzyl)-6-oxo-6,8-dihydro-2H,7H-spiro[furo[2,3-e]isoindole-3,4'-piperidin]-7-yl)piperidine-2,6-dione COC1=CC=C(CN2CCC3(CC2)COC2=C4CN(C(C4=CC=C23)=O)C2C(NC(CC2)=O)=O)C=C1